allyl 6-allyloxypyridine-3-carboxylate C(C=C)OC1=CC=C(C=N1)C(=O)OCC=C